ClC1=NC=C(C(=C1)NC[C@@H](CO)F)C#CC=1C=NN(C1)C (S)-3-((2-chloro-5-((1-methyl-1H-pyrazol-4-yl)ethynyl)pyridin-4-yl)amino)-2-fluoropropan-1-ol